[Na].[Na].COC(=O)C=1C=C(C=C(C1)C(=O)OC)P(O)(O)=O 3,5-bis(methoxycarbonyl)phenylphosphonic acid disodium